2-[3-[tert-butyl(dimethyl)silyl]oxypropoxy]ethanol [Si](C)(C)(C(C)(C)C)OCCCOCCO